[Si](C1=CC=CC=C1)(C1=CC=CC=C1)(C(C)(C)C)OC1C[C@H]2C([C@H]2C1)C(=O)O (1R,5S,6S)-3-[(tert-butyldiphenylsilyl)oxy]bicyclo[3.1.0]hexane-6-carboxylic acid